dibenzo[b,d]furan-2-yl-(ethynyl)diphenylsilane C1=C(C=CC=2OC3=C(C21)C=CC=C3)[Si](C3=CC=CC=C3)(C3=CC=CC=C3)C#C